The molecule is the aromatic diazonium ion that is diazotised 3-aminobenzoic acid. It has a role as a hapten. It derives from a benzoate. C1=CC(=CC(=C1)[N+]#N)C(=O)[O-]